FC=1C=C2C(N(C=3N(C2=CC1)C(NN3)=S)CCC3=CC=CC=C3)=O 7-fluoro-4-phenethyl-1-thioxo-2,4-dihydro-[1,2,4]triazolo[4,3-a]quinazolin-5(1H)-one